2-(4-Fluorophenyl)pyrrolo[2,3-b]pyridin FC1=CC=C(C=C1)C1=CC=2C(=NC=CC2)N1